COC1=NC(=NC=C1C#N)N1N=CC(=N1)CN1C[C@@H](N[C@@H](C1)C=1C(=C2COC(C2=CC1)=O)C)C 4-methoxy-2-(4-(((3s,5r)-3-methyl-5-(4-methyl-1-oxo-1,3-dihydroisobenzofuran-5-yl)piperazin-1-yl)methyl)-2H-1,2,3-triazol-2-yl)pyrimidine-5-carbonitrile